C1=CC(=CC=C1/C=C\\C2=C3[C@@H]([C@@H](OC3=CC(=C2)O)C4=CC=C(C=C4)O)C5=CC(=CC(=C5)O)O)O The molecule is a stilbenoid that is the (2R,3S)-cis-stereoisomer of epsilon-viniferin, obtained by cyclodimerisation of cis-resveratrol. It is a member of 1-benzofurans, a polyphenol and a stilbenoid. It derives from a cis-resveratrol. It is an enantiomer of a (2S,3R)-cis-epsilon-viniferin.